(R)-1-(8-chloroisochroman-1-yl)-N-methyl-methylamine ClC=1C=CC=C2CCO[C@H](C12)CNC